(1R,2R)-2-(2,3-dihydrobenzofuran-4-yl)cyclopropanecarboxylic acid O1CCC2=C1C=CC=C2[C@H]2[C@@H](C2)C(=O)O